C[C@@H]1C[C@]2(C(NC(N2)=O)=O)CCC1 (5s,7S)-7-methyl-1,3-diazaspiro[4.5]decane-2,4-dione